CC1=C(C2=C(S1)C(=CC=C2)C)CCNC2=CC(=NC=N2)C2=CC(=C(C=C2)CC(=O)O)OCC (4-{6-[2-(2,7-Dimethyl-benzo[b]thiophen-3-yl)-ethylamino]-pyrimidin-4-yl}-2-ethoxyphenyl)-acetic acid